C(C(O)C)(=O)[O-].CN1C=[N+](C=C1)C 1,3-dimethylimidazolium lactate